ClC1=C(NC2=NN(C=3C2=NC=C(C3)CO)C)C=CC=C1C1=CC3=C(OCCO3)C=C1 3-(2-Chloro-3-(1,4-benzodioxan-6-yl)anilino)-1-methylpyrazolo[4,5-b]pyridine-6-methanol